ethyl-isothiourea hydrobromide Br.C(C)NC(S)=N